(R)-N-(1-(9H-purin-6-yl)piperidine-3-yl)acrylamide hydrobromide Br.N1=CN=C2NC=NC2=C1N1C[C@@H](CCC1)NC(C=C)=O